CO[C@@H]1[C@]2(C)[C@@H](CC1)[C@@H]1CC=C3C[C@H](CC[C@]3(COC)[C@H]1CC2)O (3β,17β)-17,19-Dimethoxyandrost-5-en-3-ol